C12CC(CC(CC1)N2)NC=2SC1=C(C=NC(=C1)C=1C=C(C=3N(C1)C=C(N3)C)C#N)N2 6-{2-[(3-exo)-8-azabicyclo[3.2.1]oct-3-ylamino][1,3]thiazolo[4,5-c]pyridin-6-yl}-2-methylimidazo[1,2-a]pyridine-8-carbonitrile